tetra(tridecyl)-4,4'-butylidenebis(3-methyl-6-t-butylphenol) diphosphite OP(O)OP(O)O.C(CCCCCCCCCCCC)C(CCC(CCCCCCCCCCCCC)(CCCCCCCCCCCCC)CCCCCCCCCCCCC)(C1=C(C=C(C(=C1)C(C)(C)C)O)C)C1=C(C=C(C(=C1)C(C)(C)C)O)C